phenylpentanyl acetate C(C)(=O)OCCCCCC1=CC=CC=C1